O=C1N(C=CC(=C1)[C@@H]1CN(C2(CC2)C1)C(=O)OC(C)(C)C)C1CCN(CC1)C(=O)OCC[Si](C)(C)C tert-butyl (R)-6-(2-oxo-1-(1-((2-(trimethylsilyl) ethoxy) carbonyl)piperidin-4-yl)-1,2-dihydropyridin-4-yl)-4-azaspiro[2.4]heptane-4-carboxylate